CC(C(=O)NC1=CC=C(C=C1)S(N)(=O)=O)=C 2-methyl-N-(4-sulfamoylphenyl)prop-2-enamide